(R)-Pyrrolidin-2-ylmethyl-(7-fluoro-6-(8-methyl-2,3-dihydro-1H-pyrido[2,3-b][1,4]oxazin-7-yl)isochinolin-3-yl)carbamat N1[C@H](CCC1)COC(NC=1N=CC2=CC(=C(C=C2C1)C1=C(C2=C(OCCN2)N=C1)C)F)=O